BrC1=CC(=NN1C1OCCCC1)C1=CC=CC=C1 5-bromo-3-phenyl-1-(tetrahydro-2H-pyran-2-yl)-1H-pyrazole